N-(4-(4-amino-1-ethyl-7-(4(R)-(oxetan-3-ylamino)cyclohex-1-en-1-yl)-1H-pyrazolo[4,3-c]pyridin-3-yl)-2-fluorophenyl)-2-fluorobenzenesulfonamide NC1=NC=C(C2=C1C(=NN2CC)C2=CC(=C(C=C2)NS(=O)(=O)C2=C(C=CC=C2)F)F)C2=CC[C@@H](CC2)NC2COC2